O=C1N(CCC1)CCN1C(SC2=C1C=CC(=C2)NC(=O)NC2=CC=C(C=C2)Cl)N 1-{N-[2-(2-oxo-1-pyrrolidinyl)ethyl]-2-aminobenzo[d]thiazol-6-yl}-3-(4-chlorophenyl)urea